ethyl 2-cyclohexyl-3-oxopropanoate C1(CCCCC1)C(C(=O)OCC)C=O